C(C)(CC)C1C(NC2=C(CN1C(=NC#N)N)C=C(C=C2)F)=O 3-(sec-butyl)-N'-cyano-7-fluoro-2-oxo-1,2,3,5-tetrahydro-4H-benzo[1,4]diazepine-4-carboxamidine